3-[(2-methyl-2-propen-1-yl)oxy]benzoic acid CC(COC=1C=C(C(=O)O)C=CC1)=C